5-[(2S,6R)-2-[[4-[2-(5-amino-3,3-difluoro-1-piperidyl)-6-methyl-pyrimidin-4-yl]piperazin-1-yl]methyl]-6-methyl-morpholin-4-yl]quinoline-8-carbonitrile NC1CC(CN(C1)C1=NC(=CC(=N1)N1CCN(CC1)C[C@H]1CN(C[C@H](O1)C)C1=C2C=CC=NC2=C(C=C1)C#N)C)(F)F